7-{[(1S)-1-{4-[4,4-difluoro-1-(piperazin-1-yl)cyclohexyl]phenyl}ethyl]amino}-1-(propan-2-yl)-1,6-naphthyridin-2(1H)-one FC1(CCC(CC1)(N1CCNCC1)C1=CC=C(C=C1)[C@H](C)NC1=NC=C2C=CC(N(C2=C1)C(C)C)=O)F